N-(4-((S)-2-((dimethylamino)meth-yl)pyrrolidin-1-yl)phenyl)-6-((R)-3-phenylisoxazolidin-2-yl)pyrimidin-4-amine CN(C)C[C@H]1N(CCC1)C1=CC=C(C=C1)NC1=NC=NC(=C1)N1OCC[C@@H]1C1=CC=CC=C1